2-[5-fluoro-2-(methoxymethoxy)phenyl]-2-oxo-acetic acid ethyl ester C(C)OC(C(=O)C1=C(C=CC(=C1)F)OCOC)=O